2-(nitrosooxy)-Propan-1-ol N(=O)OC(CO)C